COC(\C=C\CP(=O)(OCC)OCC)=O (E)-4-(diethoxyphosphoryl)but-2-enoic acid methyl ester